2-bromo-6-iodo-3-(2-methoxyethoxy)pyridine BrC1=NC(=CC=C1OCCOC)I